3-chloro-N6-(2-methoxy-4-(methylsulfonyl)phenyl)-N4-methyl-1H-pyrrolo[2,3-b]pyridine-4,6-diamine ClC1=CNC=2N=C(C=C(C21)NC)NC2=C(C=C(C=C2)S(=O)(=O)C)OC